4-(5-methyl-1H-imidazol-2-yl)piperidine CC1=CN=C(N1)C1CCNCC1